C(C1=CC=CC=C1)OCCCCC(CN)(C)C 6-(benzyloxy)-2,2-dimethylhexan-1-amine